((3R,5R)-3-amino-5-fluoropiperidin-1-yl)(2-(6-(cyclopropylmethyl)-6H-thieno[2,3-b]pyrrol-5-yl)-7-methoxy-1-methyl-1H-benzo[d]imidazol-5-yl)methanone hydrochloride Cl.N[C@H]1CN(C[C@@H](C1)F)C(=O)C1=CC2=C(N(C(=N2)C2=CC3=C(N2CC2CC2)SC=C3)C)C(=C1)OC